C12C(C3CC(CC(C1)C3)C2)COCCOCCNC(=O)C2=NN(C(=C2C)C2=CC=C(C=C2)Cl)C2=C(C=C(C=C2)Cl)Cl N-(2-(2-(((1r,3r,5r,7r)-adamantan-2-yl)methoxy)-ethoxy)ethyl)-5-(4-chloro-phenyl)-1-(2,4-dichloro-phenyl)-4-methyl-1H-pyrazole-3-carboxamide